CC1=NC2=C(C=CN=C2C=C1)C 2,8-dimethyl-1,5-naphthyridine